tert-butyl 1-[3-(ethoxycarbonyl)cyclobutyl]piperidine-4-carboxylate C(C)OC(=O)C1CC(C1)N1CCC(CC1)C(=O)OC(C)(C)C